(2R,3S,4S)-4-hydroxy-2-[(4-methoxyphenyl) methyl]pyrrolidin-3-yl N-(2-aminoethyl)carbamate NCCNC(O[C@H]1[C@H](NC[C@@H]1O)CC1=CC=C(C=C1)OC)=O